naphthyridinyl-(naphthyridine) N1=C(C=CC2=CC=CN=C12)C1=NC2=NC=CC=C2C=C1